C1(CC1)C1=C(C(=NC=N1)OC)C=1C2=C(N(N1)C)CNC2 3-(6-cyclopropyl-4-methoxypyrimidin-5-yl)-1-methyl-5,6-dihydro-4H-pyrrolo[4,3-c]pyrazole